C(C)N1C=C(C(C2=CC=CC=C12)=O)C(=O)O 1-ethyl-1,4-dihydro-4-oxo-quinoline-3-carboxylic acid